CC1=CC=CC(=N1)C1=NN=CO1 5-(6-methylpyridin-2-yl)-1,3,4-oxadiazole